Cl.O1C[C@@H](CC1)NC=1C=CC=C2CCNCC12 (R)-N-(Tetrahydrofuran-3-yl)-1,2,3,4-tetrahydroisoquinolin-8-amine hydrochloride